C1(OC(C2=C3CC(=CC=C13)C=C2)=O)=O benzo[des]isochroman-1,3-dione